ClC1=C(C=C(C=C1)F)C(=O)C1=C(C=2CN(C(C2C=C1F)=O)C)C#N 5-[(2-chloro-5-fluorophenyl)carbonyl]-6-fluoro-2-methyl-1-oxo-2,3-dihydro-1H-isoindole-4-carbonitrile